NC1=NC(=C(C=C1/C=C/C(=O)OCC)Br)Cl ethyl (E)-3-(2-amino-5-bromo-6-chloropyridin-3-yl)acrylate